(1-{2-[(2-fluoro-4-iodophenyl)amino]thieno[2,3-b]pyridine-3-carbonyl}azetidin-3-yl)-carbamic acid tert-butyl ester C(C)(C)(C)OC(NC1CN(C1)C(=O)C1=C(SC2=NC=CC=C21)NC2=C(C=C(C=C2)I)F)=O